3-(7-methyl-1-oxo-5-phenylisoindolin-2-yl)piperidine-2,6-dione CC=1C=C(C=C2CN(C(C12)=O)C1C(NC(CC1)=O)=O)C1=CC=CC=C1